NC1=C(C=CC=C1)NCSNC(CC(=O)N(C)OC)C1=CC(=CC=C1)C(F)(F)F 3-{[(2-aminophenyl)aminomethylthio]amino}-N-methoxy-N-methyl-3-[3-(trifluoromethyl)phenyl]propanamide